C(C)(=O)OCCCCCCCCC\C=C/CCI (10Z)-13-iodo-10-tridecenyl acetate